OC1=C(C=CC=C1)C1=CC2=C(N=N1)NC(=C2N2CCOCC2)C2C[C@H]1COC[C@@H](C2)N1C(C=C)=O 1-((1R,5S)-7-(3-(2-hydroxyphenyl)-5-morpholino-7H-pyrrolo[2,3-c]pyridazin-6-yl)-3-oxa-9-azabicyclo[3.3.1]nonan-9-yl)prop-2-en-1-one